1-(3-chloro-5-methyl-2-pyridinyl)piperazine hydrochloride Cl.ClC=1C(=NC=C(C1)C)N1CCNCC1